FC(C=1C=C(C=C(C1)C(F)(F)F)OC(O)=O)(F)F (3,5-bis(trifluoromethyl)phenyl)carbonic acid